Racemic-tert-butyl 2-(1-(1-(2,6-dioxopiperidin-3-yl) indolin-4-yl)-4-hydroxypiperidin-4-yl)acetate O=C1NC(CC[C@H]1N1CCC2=C(C=CC=C12)N1CCC(CC1)(O)CC(=O)OC(C)(C)C)=O |r|